ClC1=CC(=C(C=C1)C1(OC2=C(O1)C=CC=C2C2CCN(CC2)CC(=O)NN)C)F 2-(4-(2-(4-chloro-2-fluorophenyl)-2-methylbenzo[d][1,3]dioxol-4-yl)piperidin-1-yl)acetohydrazide